C(C)N1CCN(CC1)C1=NC=2CCN(CC2C=C1)S(=O)(=O)CC1=CC=C(C=C1)F 2-(4-ethylpiperazin-1-yl)-6-((4-fluorobenzyl)sulfonyl)-5,6,7,8-tetrahydro-1,6-naphthyridine